C[C@@H]1N(CC1)C=1N=C(C2=C(N1)CCC2)[Sn](CCCC)(CCCC)CCCC (S)-2-(2-methylazetidin-1-yl)-4-(tributylstannyl)-6,7-dihydro-5H-cyclopenta[d]pyrimidine